N-(M-ACETYLPHENYL)ANTHRANILIC ACID CC(=O)C1=CC(=CC=C1)NC2=CC=CC=C2C(=O)O